NC=1C(=NSC1C(=O)N(C(C(NC(C)(C)CC)=O)C=1C=C2C=CC=NC2=CC1)CC=1OC=CC1)C(=O)N 4-Amino-N5-(furan-2-ylmethyl)-N5-(2-oxo-2-(tert-pentylamino)-1-(quinolin-6-yl)ethyl)isothiazol-3,5-dicarboxamide